C(CCC)[Sn](CCCC)CCCC tributyl-stannum